4-(6-{[5-methyl-3-(6-methylpyridin-3-yl)-1,2-oxazol-4-yl]methoxy}-1,2,3,4-tetrahydro-2,7-naphthyridine-2-carbonyl)-1lambda6-thiane-1,1-dione CC1=C(C(=NO1)C=1C=NC(=CC1)C)COC=1C=C2CCN(CC2=CN1)C(=O)C1CCS(CC1)(=O)=O